C(C1=CC=CC=C1)OC1=C(N(C=CC1=O)C[C@H](O)C1=CC(=C(C=C1)F)F)C (R)-3-(benzyloxy)-1-(2-(3,4-difluorophenyl)-2-hydroxyethyl)-2-methylpyridin-4(1H)-one